O1C(CCCC1)N1N=NC=C1 1-(oxan-2-yl)-1,2,3-triazole